N=1C=NN2C1C=C(C=C2)OC2=CC=C(C=C2)NC2=NC=NC1=CC=C3C(=C21)OC[C@@H]2NCCN3C2 (3R)-N-(4-([1,2,4]triazolo[1,5-a]pyridin-7-yloxy)phenyl)-3,4,5,6-tetrahydro-2H-3,7-methano[1,4,7]oxadiazonino[2,3-f]quinazolin-13-amine